tert-butyl (4-((6-pentanamidothieno[3,2-b]pyridin-7-yl)amino) butyl)carbamate C(CCCC)(=O)NC=1C(=C2C(=NC1)C=CS2)NCCCCNC(OC(C)(C)C)=O